3-(4-(tert-butyl)phenyl)propanal butyl-acetate C(CCC)OC(C)=O.C(C)(C)(C)C1=CC=C(C=C1)CCC=O